ClC=1C=CC=C2C(NC=3N(C12)N=NC3S(=O)(=O)C3=C(C=C(C=C3)C)C)=O 9-chloro-3-(2,4-dimethylphenyl)sulfonyl-4H-triazolo[1,5-a]quinazolin-5-one